1,3-bis(diisopropylamino)-2-azapropane C(C)(C)N(CNCN(C(C)C)C(C)C)C(C)C